(4-methoxyphenyl)amin COC1=CC=C(C=C1)N